CN1C=NC2=C1C=C(C=C2)C2=C(N=CN2)C=2C=C(C=CC2)C 1-Methyl-6-(4-(m-tolyl)-1H-imidazol-5-yl)-1H-benzo[d]imidazole